2'-amino-5-chloro-N-(6-(cyanomethoxy)-5-(trifluoromethyl)pyridin-3-yl)-2,4'-difluoro-[1,1'-biphenyl]-4-carboxamide NC1=C(C=CC(=C1)F)C1=C(C=C(C(=C1)Cl)C(=O)NC=1C=NC(=C(C1)C(F)(F)F)OCC#N)F